FC1=C(C=C(C=C1)NC(=O)C1=C(C(=C(N1C)C)C(C(=O)O)=O)C)C(F)(F)F 2-(5-((4-fluoro-3-(trifluoromethyl)phenyl)carbamoyl)-1,2,4-trimethyl-1H-pyrrol-3-yl)-2-oxoacetic acid